tert-butyl (R)-(1-(3-(4-ethoxyphenyl)-4-oxo-3,4-dihydropyrido[2,3-d]pyrimidin-2-yl)ethyl)carbamate C(C)OC1=CC=C(C=C1)N1C(=NC2=C(C1=O)C=CC=N2)[C@@H](C)NC(OC(C)(C)C)=O